ClC=1C(=C(C(=CC1)N1N=NN=C1)C=1N=C2N(C(C1)=O)[C@@H](C[C@@H]2C)C=2NC(=CN2)C2=CC=C(C=C2)NC(OC)=O)F |o1:19,21| methyl 4-(2-((6S*,8S*)-2-(3-chloro-2-fluoro-6-(1H-tetrazol-1-yl)phenyl)-8-methyl-4-oxo-4,6,7,8-tetrahydropyrrolo[1,2-a]pyrimidin-6-yl)-1H-imidazol-5-yl)phenylcarbamate